benzoquinone sodium salt [Na].C1(C=CC(C=C1)=O)=O